C(C1=CC=CC=C1)N1C(=NC2=C1C=CC=C2)C2=C(C=CC=C2)Cl 1-benzyl-2-(2-chlorophenyl)-benzo[d]imidazole